ClC=1C=C(C=CC1)N1CC2(CC1)CCN(CC2)C2=C(C(N(C1=CC(=CC=C21)N(C)CCOC)C)=O)C(=O)N 4-[2-(3-chlorophenyl)-2,8-diazaspiro[4.5]dec-8-yl]-7-[(2-methoxyethyl)(methyl)amino]-1-methyl-2-oxo-1,2-dihydroquinoline-3-carboxamide